4-bromo-2-(((1R,2S,5S)-8-(tert-butoxycarbonyl)-3,8-diazabicyclo[3.2.1]oct-2-yl)methoxy)-3-chloro-5-fluorobenzoic acid BrC1=C(C(=C(C(=O)O)C=C1F)OC[C@@H]1[C@H]2CC[C@@H](CN1)N2C(=O)OC(C)(C)C)Cl